3-Oxabicyclo[3.1.0]hexan-6-amine, hydrochloride Cl.C12COCC2C1N